C1(CCCC1)NC(=O)C1=CC2=C(N=C(S2)N2CCNCC2)C=C1OC N-cyclopentyl-5-methoxy-2-(piperazin-1-yl)benzo[d]thiazole-6-carboxamide